N-(5-azidoacetamidylpentyl)-acrylamid N(=[N+]=[N-])CC(=O)NCCCCCNC(C=C)=O